3-chloro-2-fluorophenol ClC=1C(=C(C=CC1)O)F